(R)-8-(1-aminoethyl)-3,6-dimethyl-2-(1-methyl-1H-pyrazol-5-yl)quinazolin-4(3H)-one N[C@H](C)C=1C=C(C=C2C(N(C(=NC12)C1=CC=NN1C)C)=O)C